Cl.Cl.N=1C=C(N2C1C=CC=C2)CN Imidazo[1,2-a]pyridin-3-ylmethylamine dihydrochloride